C[N+](=C(ON1N=NC2=C1N=CC=C2)N(C)C)C N,N,N',N'-Tetramethyl-O-(7-azabenzotriazol-1-yl)uronium